N1N=CC(=C1)C1=CC=C(C=C1)NC1=NC(=NC=C1)N1CC(NCC1)C1=CC=CC=C1 N-(4-(1H-pyrazol-4-yl)phenyl)-2-(3-phenylpiperazin-1-yl)pyrimidin-4-amine